NC1=NN=C(S1)SCCSC1=NN=C(S1)NC(CC1=CC(=CC=C1)OC(F)(F)F)=O N-(5-(2-(5-amino-1,3,4-thiadiazol-2-ylmercapto)ethylthio)-1,3,4-thiadiazol-2-yl)-2-(3-(trifluoromethoxy)phenyl)acetamide